N-(1-piperidinyl)-3-tert-butyl-1-N-pentyl-1H-pyrazole-5-carboxamide N1(CCCCC1)NC(=O)C1=CC(=NN1CCCCC)C(C)(C)C